2-(4-{[2-(3-{[6-(1-cyano-1-methylethyl)pyridin-3-yl]amino}prop-1-yn-1-yl)-1-(2,2,2-trifluoroethyl)-1H-indol-4-yl]amino}piperidin-1-yl)-N,N-bis(2-methoxyethyl)acetamide C(#N)C(C)(C)C1=CC=C(C=N1)NCC#CC=1N(C2=CC=CC(=C2C1)NC1CCN(CC1)CC(=O)N(CCOC)CCOC)CC(F)(F)F